methyl 3-chloro-2-vinylisonicotinate ClC1=C(C(=O)OC)C=CN=C1C=C